OC1=CC=C(C=C1)C1(CCCCC1)C1=CC=C(C=C1)O 1,1-bis-(4-hydroxyphenyl)-cyclohexane